3-((2-bromo-6-chloro-7-fluoro-1-(1-isopropyl-1H-pyrazol-4-yl)-1H-indol-3-yl)thio)benzoic acid BrC=1N(C2=C(C(=CC=C2C1SC=1C=C(C(=O)O)C=CC1)Cl)F)C=1C=NN(C1)C(C)C